BrC1=CC=C(C=C1)CC1CC1 1-[(4-bromophenyl)methyl]cyclopropane